N1C=NC2=C1C=CC=C2CN2CCC1(CC2)COC2=C3CN(C(C3=CC=C21)=O)C2C(NC(CC2)=O)=O 3-(1'-((1H-benzo[d]imidazol-4-yl)methyl)-6-oxo-6,8-dihydro-2H,7H-spiro[furo[2,3-e]isoindole-3,4'-piperidin]-7-yl)piperidine-2,6-dione